(S)-5-((4-((2-hydroxy-1-phenylethyl)amino)-5-(3-(2-hydroxypropan-2-yl)-1,2,4-oxadiazol-5-yl)pyrimidin-2-yl)amino)-3,3-dimethylisoindolin-1-one OC[C@H](C1=CC=CC=C1)NC1=NC(=NC=C1C1=NC(=NO1)C(C)(C)O)NC=1C=C2C(NC(C2=CC1)=O)(C)C